CN(CCC(CN)N(C)C)C [2-(dimethylamino)ethyl]-N,N-dimethylethane-1,2-diamine